BrC=1C=CC2=C(CN(CCC2=O)S(=O)(=O)C2=CC=C(C)C=C2)C1 8-bromo-2-(toluene-4-sulfonyl)-1,2,3,4-tetrahydro-benzo[c]azepin-5-one